Cl.C(C1=CC=CC=C1)C1(CC1)NC 1-benzyl-N-methylcyclopropan-1-amine hydrochloride